C(C)OC(=O)C=1C(=NN(C1)C)COC(C)(C)C 3-(tert-Butoxymethyl)-1-methyl-1H-pyrazole-4-carboxylic acid ethyl ester